C1(CC1)C=1C=C(C=2N(C1)C=C(N2)CN2C=NC1=NC(=CC=C12)[C@@H]1[C@H](C1)C1=NC=CC(=N1)C)N1C(N(C(C1)=O)C)=O 1-(6-cyclopropyl-2-((5-((1S,2S)-2-(4-methylpyrimidin-2-yl)cyclopropyl)-1H-imidazo[4,5-b]pyridin-1-yl)methyl)imidazo[1,2-a]pyridin-8-yl)-3-methylimidazolidine-2,4-dione